BrC1=CC(=NN1C=1C=C2C=NN(C2=CC1)C1=CC=NC=C1)N 5-bromo-1-(1-(pyridin-4-yl)-1H-indazol-5-yl)-1H-pyrazol-3-amine